NC1=C2N=CN(C2=NC=N1)C[C@@H](C)OCP(OCCCOCCCCCCCCCCCCC[Si](CC)(CC)CC)(O)=O 3-((13-(triethylsilyl)tridecyl)oxy)propyl hydrogen ((((R)-1-(6-amino-9H-purin-9-yl)propan-2-yl)oxy)methyl)phosphonate